benzyl-2-(4-(4-(cyclopropylcarbonyl)piperazin-1-yl)butyl)-1,2,4-thiadiazolidine-3,5-dione hydrochloride Cl.C(C1=CC=CC=C1)N1C(N(SC1=O)CCCCN1CCN(CC1)C(=O)C1CC1)=O